cyanoacetyl-indole C(#N)CC(=O)C=1NC2=CC=CC=C2C1